2-cyanoethyl 4-(4-cyano-2-methoxyphenyl)-2,8-dimethyl-5-oxo-1,4,5,6-tetrahydro-1,6-naphthyridine-3-carboxylate C(#N)C1=CC(=C(C=C1)C1C(=C(NC=2C(=CNC(C12)=O)C)C)C(=O)OCCC#N)OC